C1=CC=CC=2[GeH2]C3=C(C21)C=CC=C3 5H-dibenzo[b,d]germole